(R)-2-((tert-Butoxycarbonyl)amino)-5-oxo-6-(1,4-dioxaspiro[4.5]dec-8-ylidene)hexanoic acid methyl ester COC([C@@H](CCC(C=C1CCC2(OCCO2)CC1)=O)NC(=O)OC(C)(C)C)=O